1-[2-(dimethylamino)ethyl]-2-methyl-6-[1-(2,2,3,3,3-pentafluoropropyl)-1H-pyrazol-4-yl]-7-(trifluoromethyl)-1H,5H-imidazo[1,2-a]pyrimidin-5-one CN(CCN1C(=CN2C1=NC(=C(C2=O)C=2C=NN(C2)CC(C(F)(F)F)(F)F)C(F)(F)F)C)C